N-(2-(1-(4-fluorophenyl)vinyl)phenyl)-4-methyl-N-(2-methylallyl)benzenesulfonamide FC1=CC=C(C=C1)C(=C)C1=C(C=CC=C1)N(S(=O)(=O)C1=CC=C(C=C1)C)CC(=C)C